Cl.NCC1=C(C=C(C=C1)C1=C2C(=NC=C1)SC(=C2)CCCCN2CCC(CC2)C2=CC=C(NC1C(NC(CC1)=O)=O)C=C2)C 3-[4-[1-[4-[4-[4-(aminomethyl)-3-methyl-phenyl]thieno[2,3-b]pyridin-2-yl]butyl]-4-piperidyl]anilino]piperidine-2,6-dione HCl salt